(S)-(4-(4-fluorobenzo[d]oxazol-2-yl)-6,7-dihydro-1H-imidazo[4,5-c]pyridin-5(4H)-yl)(6-(4-methylpiperazin-1-yl)pyrazolo[1,5-a]pyridin-3-yl)methanone FC1=CC=CC2=C1N=C(O2)[C@H]2N(CCC1=C2N=CN1)C(=O)C=1C=NN2C1C=CC(=C2)N2CCN(CC2)C